C(C)C=1C(=CC=C2C=C(C=C(C12)N1CC=2N=C(N=C(C2CC1)O)N1CC(C1)NC(OCC1=CC=CC=C1)=O)OCOC)F benzyl (1-(7-(8-ethyl-7-fluoro-3-(methoxymethoxy)naphthalen-1-yl)-4-hydroxy-5,6,7,8-tetrahydropyrido[3,4-d]pyrimidin-2-yl)azetidin-3-yl)carbamate